4-methoxy-2-[(1-methyl-1H-indol-3-yl)methyl]aniline COC1=CC(=C(N)C=C1)CC1=CN(C2=CC=CC=C12)C